2-isobutyl-5,6-dimethyl-7-(3-(trifluoromethyl)-7,8-dihydro-1,6-naphthyridin-6(5H)-yl)-[1,2,4]triazolo[4,3-a]pyrimidin-3(2H)-one C(C(C)C)N1N=C2N(C(=C(C(=N2)N2CC=3C=C(C=NC3CC2)C(F)(F)F)C)C)C1=O